C=CCCCCCCC.[Cl] chlorine 1-nonene